(4-(sec-butylamino)-2-(methylthio)pyrimidin-5-yl)methanol C(C)(CC)NC1=NC(=NC=C1CO)SC